2-amino-2-(3-ethynylthieno[2,3-c]pyridin-4-yl)acetonitrile NC(C#N)C1=C2C(=CN=C1)SC=C2C#C